(R)-1-(4-fluorophenyl)ethane-1,2-diol FC1=CC=C(C=C1)[C@H](CO)O